2,6-bis(4-hydroxy-3-methylbenzyl)-p-cresol OC1=C(C=C(CC2=CC(=CC(=C2O)CC2=CC(=C(C=C2)O)C)C)C=C1)C